N-((S)-1-(((R)-3-methyl-1-((R)-7-methyl-4-oxo-1,3,6,2-dioxazaborocan-2-yl)butyl)amino)-1-oxo-3-phenylpropan-2-yl)pyrazine-2-carboxamide CC(C[C@@H](B1OC[C@H](NCC(O1)=O)C)NC([C@H](CC1=CC=CC=C1)NC(=O)C1=NC=CN=C1)=O)C